C1(CC1)C1=C(NC=N1)C=1N=CN2C1C=NC(=C2)C=2C(=C(C=CC2F)NS(=O)(=O)C=2C(=NC=C(C2)F)OC)F N-[3-[1-(5-cyclopropyl-3H-imidazol-4-yl)imidazo[1,5-a]pyrazin-6-yl]-2,4-difluorophenyl]-5-fluoro-2-methoxypyridine-3-sulfonamide